Cl.C1(CC1)N1C=C(C(C2=CC(=C(C=C12)OCCO)F)=O)CN([C@@H]1CN(CCC1)C1=NC=CN=C1)CC1=CC(=NC=C1)C 1-cyclopropyl-6-fluoro-7-(2-hydroxyethoxy)-3-({[(2-methylpyridin-4-yl)methyl][(3S)-1-(pyrazin-2-yl)piperidin-3-yl]amino}methyl)-1,4-dihydroquinolin-4-one hydrochloride